N,N-diethyl-7-(5-fluoro-2-((1-(isopropylsulfonyl)piperidin-4-yl)amino)pyrimidin-4-yl)quinoxalin-2-amine C(C)N(C1=NC2=CC(=CC=C2N=C1)C1=NC(=NC=C1F)NC1CCN(CC1)S(=O)(=O)C(C)C)CC